(S)-N-((R)-(4-chloro-3-(trifluoromethyl)phenyl)(4-chlorophenyl)methyl)-5-oxopyrrolidine-3-carboxamide ClC1=C(C=C(C=C1)[C@H](NC(=O)[C@@H]1CNC(C1)=O)C1=CC=C(C=C1)Cl)C(F)(F)F